C(C)OC(=O)C1C(C2=CC=CC(=C2C1)Br)O[Si](C)(C)C(C)(C)C 2-trans-4-bromo-1-[tert-butyl-(dimethyl)silyl]oxy-2,3-dihydro-1H-indene-2-carboxylic acid ethyl ester